C1(=CC=CC=C1)NC(=O)C1=C(C=CC=C1)N1[N+](=C2C(C=3C(=[N+](ON3)[O-])CC2)=N1)[O-] 7-(2-(phenylcarbamoyl)phenyl)-5,7-dihydro-4H-[1,2,3]triazolo[4',5':3,4]benzo[1,2-c][1,2,5]oxadiazole 3,6-dioxide